2-{3-[3-(4-cyclopropyl-3-fluorophenyl)-4-fluorophenyl]-5-(cyclopropylmethyl)-4-[(3-fluoro-4-sulfamoylphenyl)methyl]pyrazol-1-yl}-1,3-thiazole-4-carboxylic acid C1(CC1)C1=C(C=C(C=C1)C=1C=C(C=CC1F)C1=NN(C(=C1CC1=CC(=C(C=C1)S(N)(=O)=O)F)CC1CC1)C=1SC=C(N1)C(=O)O)F